2-(4-Fluorophenyl)-N-(4-{5-methyl-4-oxo-3-[(pyridin-2-yl)amino]-4,5,6,7-tetrahydro-1H-pyrrolo[3,2-c]pyridin-2-yl}pyridin-2-yl)acetamid FC1=CC=C(C=C1)CC(=O)NC1=NC=CC(=C1)C1=C(C=2C(N(CCC2N1)C)=O)NC1=NC=CC=C1